3-(3,4-dimethoxyphenyl)-6-methoxy-1-(1,2,3,4-tetrahydroisoquinolin-7-yl)-1H-pyrazolo[4,3-c]quinoline dihydrochloride Cl.Cl.COC=1C=C(C=CC1OC)C1=NN(C2=C1C=NC=1C(=CC=CC21)OC)C2=CC=C1CCNCC1=C2